C(C)(C)[Si](C(C)C)(C(C)C)N([C@@H](C(C)C)C(=O)O)C(C[C@H]1N(C(CC1)=O)CC1=C(C(=CC=C1)F)F)=O.NC([C@H](CC)NC(CC(CCC)CCl)=O)=O N-((S)-1-amino-1-oxo-2-butyl)-3-chloromethyl-hexanamide triisopropylsilyl-(2-((S)-1-(2,3-difluorobenzyl)-5-oxopyrrolidin-2-yl)acetyl)-L-valinate